C1N(CC2=CC=CC=C12)CC1=CC(=C(OCC2N(CCCC2)C(=O)NC)C=C1)S(NC)(=O)=O ((4-(isoindolin-2-ylmethyl)-2-(N-methylsulfamoyl)phenoxy)methyl)-N-methylpiperidine-1-carboxamide